NC=1C(=C(C=CC1)N)C1=CC=CC=C1 diamino-2-phenylbenzene